7-(3-(2-(2-fluorophenyl)morpholino)-7,8-dihydro-1,6-naphthyridin-6(5H)-yl)-8-methyl-4H-pyrimido[1,2-b]pyridazin-4-one FC1=C(C=CC=C1)C1OCCN(C1)C=1C=NC=2CCN(CC2C1)C=1C(=CC=2N(N1)C(C=CN2)=O)C